C(C)C1N(CCC(C1)=O)CC1=CC=CC=C1 Ethyl-1-benzyl-4-piperidone